ketopyruvic acid O=CC(C(=O)O)=O